O=C1NC(CCC1N1C(C2=CC=CC(=C2C1=O)NCCOCCOCCNC(OC(C)(C)C)=O)=O)=O tert-butyl N-{2-[2-(2-{[2-(2,6-dioxopiperidin-3-yl)-1,3-dioxo-2,3-dihydro-1H-isoindol-4-yl]amino}ethoxy)ethoxy]ethyl}carbamate